(2S,4R)-4-(2,3-dichloro-6-methoxyphenyl)-2-(4-ethoxy-2,4-dioxobutyl)pyrrolidine-1-carboxylic acid tert-butyl ester C(C)(C)(C)OC(=O)N1[C@@H](C[C@@H](C1)C1=C(C(=CC=C1OC)Cl)Cl)CC(CC(=O)OCC)=O